3,3'-((ethane-1,2-diylbis((carboxymethyl)azanediyl))bis(methylene))bis(4-hydroxybenzenesulfinate) C(CN(CC(=O)O)CC=1C=C(C=CC1O)S(=O)[O-])N(CC(=O)O)CC=1C=C(C=CC1O)S(=O)[O-]